C(C1=CC=CC=C1)OC=1C(=C(C(=O)O[C@H]2[C@@H](OC3=CC(=CC(=C3C2)OCC2=CC=CC=C2)OCC2=CC=CC=C2)C2=CC(=C(C(=C2)OCC2=CC=CC=C2)OCC2=CC=CC=C2)OCC2=CC=CC=C2)C(=C(C1OCC1=CC=CC=C1)OCC1=CC=CC=C1)F)F (2S,3R)-5,7-bis(benzyloxy)-2-(3,4,5-tris(benzyloxy)phenyl)chroman-3-yl 3,4,5-tris(benzyloxy)-2,6-difluorobenzoate